C(CCCCCCCCCCCCCCCCCCCCCCCCCCCCCCC)(=O)OC([C@@H](N)CO)=O seryl dotriacontanoate